(3R)-N-{5-[2-chloro-5-(5-methyl-1,2,4-oxadiazol-3-yl)phenyl]-1H-indazol-3-yl}piperidine-3-carboxamide dihydrochloride Cl.Cl.ClC1=C(C=C(C=C1)C1=NOC(=N1)C)C=1C=C2C(=NNC2=CC1)NC(=O)[C@H]1CNCCC1